C(C=C)[C@](C(=O)O)(CC1=CC=CC=C1)O allyl-(R)-2-hydroxy-3-phenylpropionic acid